4-(2-((1,1-dimethylethyl)sulfonamido)pyrimidin-4-yl)-N-(5-(6-ethoxypyrazin-2-yl)pyridin-2-yl)tetrahydro-2H-pyran-4-carboxamide CC(C)(C)S(=O)(=O)NC1=NC=CC(=N1)C1(CCOCC1)C(=O)NC1=NC=C(C=C1)C1=NC(=CN=C1)OCC